trans-2-(furan-3-yl)cyclopropylamine O1C=C(C=C1)[C@H]1[C@@H](C1)N